4-(3-(4-((6-((5-fluoro-4-(4-fluoro-1-isopropyl-2-methyl-1H-benzo[d]imidazol-6-yl)pyrimidin-2-yl)amino)pyridin-3-yl)methyl)piperidine-1-carbonyl)azetidin-1-yl)benzamide FC=1C(=NC(=NC1)NC1=CC=C(C=N1)CC1CCN(CC1)C(=O)C1CN(C1)C1=CC=C(C(=O)N)C=C1)C=1C=C(C2=C(N(C(=N2)C)C(C)C)C1)F